COC1=CC=CC2=C1N=C(S2)NN (4-methoxy-1,3-benzothiazol-2-yl)hydrazine